((2-(trimethyl-silyl)ethoxy)methyl)-1H-imidazole C[Si](CCOCN1C=NC=C1)(C)C